1-((2r,4s)-4-(4-amino-3-((2-methyl-1H-benzo[d]imidazol-5-yl)ethynyl)-1H-pyrazolo[3,4-d]pyrimidin-1-yl)-2-(methoxymethyl)pyrrolidin-1-yl)prop-2-en-1-one NC1=C2C(=NC=N1)N(N=C2C#CC2=CC1=C(NC(=N1)C)C=C2)[C@H]2C[C@@H](N(C2)C(C=C)=O)COC